(S)-2-(6-(4-chlorophenyl)-1-methyl-4H-benzo[c]isoxazolo[4,5-e]azepin-4-yl)acetic acid ClC1=CC=C(C=C1)C1=N[C@H](C2=C(C3=C1C=CC=C3)C(=NO2)C)CC(=O)O